5-(6-Methylpyridin-2-yl)-4-(1,5-naphthyridin-2-yl)-1H-pyrazol CC1=CC=CC(=N1)C1=C(C=NN1)C1=NC2=CC=CN=C2C=C1